ClC=1C=CC2=C(N=C(O2)C2CC3(CC(C3)NC(=O)C=3OC(=CC3)S(=O)(=O)NC(=O)C3COC3)C2)C1 N-[6-(5-chloro-1,3-benzoxazol-2-yl)spiro[3.3]heptan-2-yl]-5-(oxetan-3-carbonylaminosulfonyl)furan-2-carboxamide